monobutyl fumarate (monobutyryl fumarate) C(CCC)(=O)/C(/C(=O)O)=C\C(=O)O.C(\C=C\C(=O)O)(=O)OCCCC